(1s,3s)-3-(3-(trifluoromethoxy)pyridin-2-yl)cyclobutyl ((7-chloro-2-(2,6-dioxopiperidin-3-yl)-4-fluoro-3-oxoisoindolin-5-yl)methyl)carbamate ClC=1C=C(C(=C2C(N(CC12)[C@@H]1C(NC(CC1)=O)=O)=O)F)CNC(OC1CC(C1)C1=NC=CC=C1OC(F)(F)F)=O